1-(4-Methyl-3,6,7,8-tetrahydro-1H-2,5-diaza-as-indacen-2-yl)-2-[1-(5-trifluoromethyl-pyrimidin-2-yl)-azetidin-3-yl]-ethanone CC1=C2CN(CC2=C2CCCC2=N1)C(CC1CN(C1)C1=NC=C(C=N1)C(F)(F)F)=O